2-((2-phenylthiazole-4-yl)methyl)isoindole-1,3-dione C1(=CC=CC=C1)C=1SC=C(N1)CN1C(C2=CC=CC=C2C1=O)=O